5-chloro-3-nitro-1H-pyrazolo[4,3-b]pyridine ClC1=CC=C2C(=N1)C(=NN2)[N+](=O)[O-]